C(C)(C)(C)OC(=O)N[C@@H](C(=O)O)CCC(C)C (R)-2-((tert-butoxycarbonyl)amino)-5-methylhexanoic acid